α-cyclopropylstyrene C1(CC1)C(=C)C1=CC=CC=C1